C(C)(C)N(C1=CC2=C(C(=N1)COC(NC)=O)CN(C2=O)C2=NC(=CC=C2)C2=NN=CN2C2(CC2)C)C ((6-(isopropyl(methyl)amino)-2-(6-(4-(1-methylcyclopropyl)-4H-1,2,4-triazol-3-yl)pyridin-2-yl)-1-oxo-2,3-dihydro-1H-pyrrolo[3,4-c]pyridin-4-yl)methyl)(methyl)carbamate